C1(CCCC1)C1=CC(=NN1)NC1=NC(=NC=C1)N(C1CC2(CNC2)C1)C N4-(5-cyclopentyl-1H-pyrazol-3-yl)-N2-methyl-N2-(2-azaspiro[3.3]hept-6-yl)pyrimidine-2,4-diamine